2-(4-chlorophenyl)-2-(pyridin-2-yl)acetonitrile ClC1=CC=C(C=C1)C(C#N)C1=NC=CC=C1